BrC(CBr)(Cl)Cl 1,2-dibromo-1,1-dichloroethane